7H-pyrrolo[2,3-d]-pyrimidine-5-carboxylic acid isopropyl ester C(C)(C)OC(=O)C1=CNC=2N=CN=CC21